TriPhenylPhosphine C1(=CC=CC=C1)P(C1=CC=CC=C1)C1=CC=CC=C1